4-bromo-3-(naphthalen-1-yl)isoquinolin-1(2H)-one BrC1=C(NC(C2=CC=CC=C12)=O)C1=CC=CC2=CC=CC=C12